C(CC)OCC(C)OCCC 1,2-dipropoxypropane